ClC1=C(C=C(C=C1)NS(=O)(=O)C)C1=CN(C(C2=CC=CC=C12)=O)C N-[4-chloro-3-(2-methyl-1-oxoisoquinolin-4-yl)phenyl]methanesulfonamide